The molecule is an unsaturated fatty acyl-CoA that results from the formal condensation of the thiol group of coenzyme A with the carboxy group of erucic acid. It is a long-chain fatty acyl-CoA, an 11,12-saturated fatty acyl-CoA and a monounsaturated fatty acyl-CoA. It derives from an erucic acid. It is a conjugate acid of an erucoyl-CoA(4-). CCCCCCCC/C=C\\CCCCCCCCCCCC(=O)SCCNC(=O)CCNC(=O)[C@@H](C(C)(C)COP(=O)(O)OP(=O)(O)OC[C@@H]1[C@H]([C@H]([C@@H](O1)N2C=NC3=C(N=CN=C32)N)O)OP(=O)(O)O)O